N-(3-chloro-5-(methylsulfonamido)phenyl)-5-methyl-1-(5-(trifluoromethyl)pyridin-2-yl)-1H-pyrrole-3-carboxamide ClC=1C=C(C=C(C1)NS(=O)(=O)C)NC(=O)C1=CN(C(=C1)C)C1=NC=C(C=C1)C(F)(F)F